COC1=CC=C(C=C1)CN1C(C2(CC2)CC2=CC=CC=C12)=O 1-[(4-methoxyphenyl)methyl]spiro[4H-quinoline-3,1'-cyclopropane]-2-one